4-(1-((3-fluorophenyl)sulfonyl)cyclopropyl)-N-(pyridin-4-yl)piperidine-1-carboxamide FC=1C=C(C=CC1)S(=O)(=O)C1(CC1)C1CCN(CC1)C(=O)NC1=CC=NC=C1